C(C)OC1=CC(=NC=C1C#N)[C@H](C)N1C(C2=CC(=CC(=C2CC1)C=1C(=NC(=CC1)F)C)CCN1[C@@H]([C@@H](C1)OC)C)=O 4-ethoxy-6-((S)-1-(5-(6-fluoro-2-methylpyridin-3-yl)-7-(2-((2R,3R)-3-methoxy-2-methylazetidin-1-yl)ethyl)-1-oxo-3,4-dihydroisoquinolin-2(1H)-yl)ethyl)nicotinonitrile